methyl 7-vinyl-3H-benzimidazole-5-carboxylate C(=C)C1=CC(=CC2=C1N=CN2)C(=O)OC